[Si](C)(C)(C(C)(C)C)O[C@@H]1[C@@H](N(CC1)C(=O)OC(C)(C)C)CN1N=CC=2C1=NC(=NC2)Cl tert-butyl (2S,3S)-3-((tert-butyldimethylsilyl)oxy)-2-((6-chloro-1H-pyrazolo[3,4-d]pyrimidin-1-yl)methyl)pyrrolidine-1-carboxylate